ClC1=C(C=CC(=C1)\C=C\C=1C=2N(C=C(C1)C=1C=NN(C1)C)N=CC2C#N)NC(C=C)=O (E)-N-(2-chloro-4-(2-(3-cyano-6-(1-methyl-1H-pyrazol-4-yl)pyrazolo[1,5-a]pyridin-4-yl)vinyl)phenyl)acrylamide